tert-butyl 4-(5-((6-chloropyrimidin-4-yl)amino)-1,3,4-thiadiazol-2-yl)piperazine-1-carboxylate ClC1=CC(=NC=N1)NC1=NN=C(S1)N1CCN(CC1)C(=O)OC(C)(C)C